BrC1=C(C(=CC=C1)Br)\N=C\1/NCCC1(F)F (2Z)-N-(2,6-dibromophenyl)-3,3-difluoropyrrolidin-2-imine